[2H]C=1N=NN(C1[2H])C1=C(C=CC=C1)OC 4,5-dideutero-1-(2-methoxyphenyl)-1H-1,2,3-triazole